ClC=1C=C(C=C(C1)C)[C@H](CCN([C@@H](C(=O)O)C1=C(C(=C(C=C1)F)C)C1CCN(CC1)CC(F)(F)F)C)N1CCN(CC1)C (R)-2-(((S)-3-(3-chloro-5-methylphenyl)-3-(4-methylpiperazin-1-yl)propyl)(methyl)amino)-2-(4-fluoro-3-methyl-2-(1-(2,2,2-trifluoroethyl)piperidin-4-yl)phenyl)acetic acid